(Z)-N-((Z)-1-aminoethylidene)-3-(4-bromophenyl)-4-phenyl-N'-((4-(trifluoromethyl)phenyl)sulfonyl)-5,6-dihydropyridazine-1(4H)-carboximidamide N\C(\C)=N/C(=N/S(=O)(=O)C1=CC=C(C=C1)C(F)(F)F)/N1N=C(C(CC1)C1=CC=CC=C1)C1=CC=C(C=C1)Br